Ethyl 2-[[4-[3-[(5-bromothiazol-2-yl)methoxy]-4-fluoro-phenyl]-2,5-difluorophenyl]methyl]-7-fluoro-3-[[(2S)-oxetan-2-yl]methyl]benzimidazole-5-carboxylate BrC1=CN=C(S1)COC=1C=C(C=CC1F)C1=CC(=C(C=C1F)CC=1N(C2=C(N1)C(=CC(=C2)C(=O)OCC)F)C[C@H]2OCC2)F